spiro[chroman-4,1'-indan] C12(CCC3=CC=CC=C13)CCOC1=CC=CC=C12